[4-[3-(decyloxy)-2-hydroxypropoxy]-2-hydroxyphenyl] phenyl ketone C1(=CC=CC=C1)C(=O)C1=C(C=C(C=C1)OCC(COCCCCCCCCCC)O)O